C(C)OC(=O)[C@@H]1[C@@H](CN(CC1)C(=O)OC(C)(C)C)C=1C=NN(C1)C |r| racemic-(3R,4S)-3-(1-methyl-1H-pyrazol-4-yl)piperidine-1,4-dicarboxylic acid 1-(tert-butyl) 4-ethyl ester